methyl (E)-3-(4-methylthiazol-2-yl)acrylate CC=1N=C(SC1)/C=C/C(=O)OC